C(C1=CC=CC=C1)C=1C(N=C2N(N1)C(\C(\S2)=C/C2=CC=C(C=C2)Cl)=O)=O (E)-6-benzyl-2-(4-chlorobenzylidene)-2H-thiazolo[3,2-b]-1,2,4-triazine-3,7-dione